acryloylcholin chloride [Cl-].C(C=C)(=O)OCC[N+](C)(C)C